CC1CCC2C(C3C(CCC12C3)(O)C)(C)C (+-)-3,6,8,8-tetramethyloctahydro-1H-3a,7-methanoazulen-6-ol